[Na].[Na].[Na].[Na].CC1=C(C=CC=C1)[C@@H]1[C@@H](CCC1)O cis-2-(2-methylphenyl)cyclopentan-1-ol sodium trisodium